C1(=CC=CC=C1)NC=1NC=CN1 N-phenyl-1H-imidazol-2-amine